CSCC(CSC)O 1,3-dimethylthio-2-propanol